3-({[(4S)-7-phenyl-3,4-dihydro-2H-1-benzopyran-4-yl]Methyl}amino)pyridine-4-carboxylic acid C1(=CC=CC=C1)C1=CC2=C([C@H](CCO2)CNC=2C=NC=CC2C(=O)O)C=C1